2,4-diethyl-9-thioxanthone C(C)C1=CC=2C(C3=CC=CC=C3SC2C(=C1)CC)=O